α-bromobenzeneacetic acid methyl ester COC(C(C1=CC=CC=C1)Br)=O